C(C)(C)(C)OC(=O)NCCOC1=C(C=NN1)C(=O)OCC ethyl 5-(2-((tert-butoxycarbonyl) amino)ethoxy)-1H-pyrazole-4-carboxylate